2-(trifluoromethyl)quinazoline-5-thiol FC(C1=NC=2C=CC=C(C2C=N1)S)(F)F